6-(2-(methoxymethyl)imidazo[1,2-a]pyridin-7-yl)-5-(2-neopentyloxazol-5-yl)picolinonitrile COCC=1N=C2N(C=CC(=C2)C2=C(C=CC(=N2)C#N)C2=CN=C(O2)CC(C)(C)C)C1